C(C)(=O)C=1N2CCCC2=CC1 5-acetyl-2,3-dihydro-1H-pyrrolizine